4-amino-α,α,2-trimethyl-1H-imidazo[4,5-c]quinolin-1-ethanol NC1=NC=2C=CC=CC2C2=C1N=C(N2CC(O)(C)C)C